benzoyl-hydroxylamine trifluoro-methanesulfonate FC(S(=O)(=O)O)(F)F.C(C1=CC=CC=C1)(=O)NO